2-Octyldecyl {(S)-(perfluorophenoxy)(phenoxy)phosphoryl}-L-phenylalaninate FC1=C(O[P@@](=O)(OC2=CC=CC=C2)N[C@@H](CC2=CC=CC=C2)C(=O)OCC(CCCCCCCC)CCCCCCCC)C(=C(C(=C1F)F)F)F